tetradecan-2,4,6-trien-9-yl acetate C(C)(=O)OC(CC=CC=CC=CC)CCCCC